1-octanoic acid methyl ester COC(CCCCCCC)=O